arachic acid C(CCCCCCCCCCCCCCCCCCC)(=O)O